pyridine-6-ylamine N1=CC=CC=C1N